Cl.ClC=1C=C(C(=C(C1)C1=NC=NN2C1=CC(=C2)CN2C(N(C=CC2=O)C)=O)CC2CN[C@H](CO2)C)C 3-((4-(5-chloro-3-methyl-2-(((5S)-5-methylmorpholin-2-yl)methyl)phenyl)pyrrolo[2,1-f][1,2,4]triazin-6-yl)methyl)-1-methylpyrimidine-2,4(1H,3H)-dione hydrochloride